cis-tert-Butyl 3-[2-[3-(8-chloro-4-oxo-chromen-2-yl)-4-methoxy-phenoxy]ethoxy]cyclobutanecarboxylate ClC=1C=CC=C2C(C=C(OC12)C=1C=C(OCCO[C@H]2C[C@H](C2)C(=O)OC(C)(C)C)C=CC1OC)=O